C12(CC3CC(CC(C1)C3)C2)C2=CC=C(N)C=C2 4-((1R,3s)-adamantan-1-yl)aniline